2-oxo-N-(1,2,4-thiadiazol-5-yl)-1,2-dihydroquinoline-6-sulfonamide O=C1NC2=CC=C(C=C2C=C1)S(=O)(=O)NC1=NC=NS1